C1=CC=CC=2C=3C=CC4=C(OC5=C4C=CC=C5)C3C(=CC12)C1=NC=CC(=C1)C(C)(C)[2H] 2-(phenanthro[1,2-b]benzofuran-12-yl)-4-(propan-2-yl-2-d)pyridine